3-[6-[4-[4-(aminomethyl)-1-piperidyl]-1-piperidyl]-1-methyl-indazol-3-yl]piperidine-2,6-dione NCC1CCN(CC1)C1CCN(CC1)C1=CC=C2C(=NN(C2=C1)C)C1C(NC(CC1)=O)=O